FC=1C(=NC=C(C1)F)CNC(=O)C1=C(N=C(S1)N1CCC(CC1)N1C[C@@H](CCC1)C)C N-[(3,5-difluoropyridin-2-yl)methyl]-4-methyl-2-[(3R)-3-methyl-[1,4'-bipiperidin]-1'-yl]-1,3-thiazole-5-carboxamide